C(C)N([Si](C)(C)C)C1=CC=CC=C1 N-Ethyl-1,1,1-trimethyl-N-phenylsilanamine